5-chloro-1'-{2-[4-(1-methanesulfonyl-cyclopropyl)phenoxy]ethyl}-1,2-dihydrospiro[indole-3,4'-piperidin]-2-one ClC=1C=C2C(=CC1)NC(C21CCN(CC1)CCOC1=CC=C(C=C1)C1(CC1)S(=O)(=O)C)=O